3,7-dibromodibenzo[b,d]thiophene 5,5-dioxide BrC=1C=CC2=C(S(C3=C2C=CC(=C3)Br)(=O)=O)C1